COC1=C(NC2C(CN(CC2)C(=O)OC(C)(C)C)C)C=CC(=C1)OC(F)(F)F tert-butyl 4-[2-methoxy-4-(trifluoromethoxy)anilino]-3-methyl-piperidine-1-carboxylate